C(C)(=O)OC[C@H](NC([C@@H](NC(=O)C=1N=C(SC1)N1CCC(CC1)NC(COC)=O)CO[Si](C)(C)C(C)(C)C)=O)C(=O)OC Methyl O-acetyl-N-(O-(tert-butyldimethylsilyl)-N-(2-(4-(2-methoxyacetamido)piperidin-1-yl) thiazole-4-carbonyl)-L-seryl)-L-serinate